N-methyl-(pent-4-en-1-yl)amine CNCCCC=C